6-(2,4-dioxo-1H-pyrimidin-5-yl)-4-[(2R)-2-methylmorpholin-4-yl]pyridazine-3-carbonitrile O=C1NC=C(C(N1)=O)C1=CC(=C(N=N1)C#N)N1C[C@H](OCC1)C